Methyl 1-[[6-(dimethylamino)-1-naphthyl] sulfonyl]aziridine-2-carboxylate CN(C=1C=C2C=CC=C(C2=CC1)S(=O)(=O)N1C(C1)C(=O)OC)C